tert-butyl (S)-4-(7-bromo-6-chloro-8-fluoro-2-((1-methylpyrrolidin-2-yl)methoxy) quinazolin-4-yl)piperazin-1-carboxylate BrC1=C(C=C2C(=NC(=NC2=C1F)OC[C@H]1N(CCC1)C)N1CCN(CC1)C(=O)OC(C)(C)C)Cl